FC=1C=C(C=CC1)N1C=2N(C3=C(C1=O)C=NC(=N3)NC3=CC=C(C=C3)N3CCN(CC3)C)C=CN2 6-(3-fluorophenyl)-2-{[4-(4-methylpiperazin-1-yl)phenyl]amino}imidazo[1,2-a]pyrimido[5,4-e]pyrimidin-5(6H)-one